methyl 2-(3,5-dichloro-2-fluoro-4-(2-fluoro-4-hydroxy-3-isopropylbenzyl)phenyl)acetate ClC=1C(=C(C=C(C1CC1=C(C(=C(C=C1)O)C(C)C)F)Cl)CC(=O)OC)F